t-hexyl-2,5-dimethyl-2,5-di(benzoyl-peroxy)hexane methyl-(S)-4,4-difluoro-1-(2-oxo-4-(o-tolyl)-2H-pyrano[2,3-b]pyridin-7-yl)pyrrolidine-2-carboxylate COC(=O)[C@H]1N(CC(C1)(F)F)C1=CC=C2C(=N1)OC(C=C2C2=C(C=CC=C2)C)=O.C(C)(C)(CCC)CC(CCC(C)(OOC(C2=CC=CC=C2)=O)C)(OOC(C2=CC=CC=C2)=O)C